4'-((2-butyl-4-oxo-1,3-diazaspiro[4.4]non-1-en-3-yl)methyl)-N-(4,5-dimethylisoxazol-3-yl)-2'-propoxy-[1,1'-biphenyl]-2-sulfonamide C(CCC)C1=NC2(C(N1CC1=CC(=C(C=C1)C=1C(=CC=CC1)S(=O)(=O)NC1=NOC(=C1C)C)OCCC)=O)CCCC2